tri-ethylphosphine C(C)P(CC)CC